C([C@@H](O)C)(=O)O (S)-lactic acid